ClC=1C=C2C=C(C=NC2=CC1)C#CC=1C=C(C(=O)NN)C=CC1 3-[2-(6-chloro-3-quinolyl)ethynyl]-benzohydrazide